C1(=CC=CC=C1)N=NN1CCCCC1 1-(Phenyldiazenyl)Piperidine